Methyl 4-benzyloxybenzoate C(C1=CC=CC=C1)OC1=CC=C(C(=O)OC)C=C1